(R)-2,2,2-Trifluoro-N-(7-(4-fluorobenzoyl)-8-methyl-3-(3-methyl-1,2,4-thiadiazole-5-yl)-5,6,7,8-tetrahydroimidazo[1,5-a]pyrazin-1-yl)-N-methylacetamide FC(C(=O)N(C)C=1N=C(N2C1[C@H](N(CC2)C(C2=CC=C(C=C2)F)=O)C)C2=NC(=NS2)C)(F)F